C(C)(=O)O.NCCCNC(CCCCOC1[C@@H]([C@@H](OC(C)=O)[C@@H](OC(C)=O)[C@H](O1)COC(C)=O)NC(C)=O)=O N-(3-aminopropyl)-5-{[3,4,6-tri-O-acetyl-2-(acetylamino)-2-deoxygalactopyranosyl]oxy}pentanamide acetate salt